C(C1=CC=CC=C1)OC1=C(C(=CC(=C1)F)F)N1N=CC=2C1=NC=NC2Cl 1-(2-benzyloxy-4,6-difluoro-phenyl)-4-chloro-pyrazolo[3,4-d]pyrimidine